C(C)(C)(C)OC(N(C)CCNCC=1N(N=C(C1Br)C)C)=O N-[2-[(4-bromo-2,5-dimethyl-pyrazol-3-yl)methyl-amino]ethyl]-N-methyl-carbamic acid tert-butyl ester